(3S)-3-(1,4-Dimethyl-1H-benzotriazol-5-yl)-3-(7-{[(2R,5S)-7-hydroxy-2,5-dimethyl-2,3-dihydropyrido[2,3-f][1,4]oxazepin-4(5H)-yl]methyl}-1-benzothiophen-5-yl)propanoic acid CN1N=NC2=C1C=CC(=C2C)[C@@H](CC(=O)O)C=2C=C(C1=C(C=CS1)C2)CN2C[C@H](OC1=C([C@@H]2C)N=C(C=C1)O)C